ClC=1C=C(C=CC1Cl)C(C)N1C(C2=CC=C(C=C2C(C12CCCC2)C(=O)O)C)=O 2'-(1-(3,4-dichlorophenyl)ethyl)-6'-methyl-1'-oxo-1',4'-dihydro-2'H-spiro[cyclopentane-1,3'-isoquinoline]-4'-carboxylic acid